3-cyano-4-ethynylbenzoic acid C(#N)C=1C=C(C(=O)O)C=CC1C#C